ClC1=CC(=C(C(=O)N2C[C@H](N(CC2)C2=C(C(=O)NC[C@@H]3CNCCO3)C=C(C=C2)C=2C(=NC=CC2)OCC)CC)C=C1)C(F)(F)F 2-[(2R)-4-[4-chloro-2-(trifluoromethyl)benzoyl]-2-ethylpiperazin-1-yl]-5-(2-ethoxypyridin-3-yl)-N-{[(2S)-morpholin-2-yl]methyl}benzamide